O1NN=CC1=O 1,2,3-oxadiazol-5(2H)-one